F[P-](F)(F)(F)(F)F.C(CC)[N+]1=CC=CC=C1 1-Propylpyridinium hexafluorophosphat